N1N=CC(=C1)N1C=CC=2C1=NC=CC2 (pyrazol-4-yl)-1H-pyrrolo[2,3-b]pyridine